O.O.[Na+].FC1=C(C=CC(=C1)[C@H](C(=O)[O-])C)C1=CC=CC=C1 |r| (RS)-2-(2-fluorobiphenyl-4-yl)propionic acid sodium salt dihydrate